N(=[N+]=[N-])[C@](C)(CC)C1=CN=C(C2=CN=C(C=C12)Cl)O[C@H](C)C[C@@H](C)S(=O)(=O)C 4-((R)-2-Azidobutan-2-yl)-6-chloro-1-(((2R,4R)-4-(methylsulfonyl)pentan-2-yl)oxy)-2,7-naphthyridine